1-((trans)-4-(2-chlorophenyl)-1-(2,2,2-trifluoroethyl)pyrrolidin-3-yl)-3-(2-phenyl-2,4,5,6-tetrahydrocyclopenta[c]pyrazol-3-yl)urea ClC1=C(C=CC=C1)[C@H]1[C@@H](CN(C1)CC(F)(F)F)NC(=O)NC1=C2C(=NN1C1=CC=CC=C1)CCC2